C(C)OC=1C=C(C=CC1OCC)COC=1C=C(C=CC1)/C=C/C(=O)C1=CC=C(C=C1)O (E)-3-[3-[(3,4-Diethoxyphenyl)methoxy]phenyl]-1-(4-hydroxyphenyl)prop-2-en-1-one